1-cyclohexyl-5,5-difluoro-3-(trifluoromethyl)-4,5,6,7-tetrahydro-1H-indol C1(CCCCC1)N1C=C(C=2CC(CCC12)(F)F)C(F)(F)F